(S)-tert-butylpyrrolidin-3-ylcarbamate C(C)(C)(C)OC(N[C@@H]1CNCC1)=O